2,4-dibromobutan-1-ol BrC(CO)CCBr